2-(piperidin-4-ylmethyl)-1,2-thiazine 1,1-dioxide N1CCC(CC1)CN1S(C=CC=C1)(=O)=O